Cl.C[C@@H]1N(CCNC1)C(=O)C1=NC=CC=C1 [(2S)-2-methylpiperazin-1-yl]-(2-pyridyl)methanone hydrochloride